3-((2-bromo-6-chloro-7-fluoro-1-(pyridin-3-yl)-1H-indol-3-yl)thio)-2-fluorobenzoic acid BrC=1N(C2=C(C(=CC=C2C1SC=1C(=C(C(=O)O)C=CC1)F)Cl)F)C=1C=NC=CC1